[6-(4-tert-butoxycarbonylpiperazin-1-yl)-6-oxo-hexyl]-triphenyl-phosphonium chloride [Cl-].C(C)(C)(C)OC(=O)N1CCN(CC1)C(CCCCC[P+](C1=CC=CC=C1)(C1=CC=CC=C1)C1=CC=CC=C1)=O